ethyl (S or R)-6-bromo-8-(1-methoxyethyl)imidazo[1,2-a]pyridine-2-carboxylate BrC=1C=C(C=2N(C1)C=C(N2)C(=O)OCC)[C@H](C)OC |o1:15|